N,N'-bis(2,3-dihydroxypropyl)-5-[N-(2-hydroxyethyl)glycolyl-amino]2,4,6-triiodo-1,3-benzenedicarboxamide OC(CNC(=O)C1=C(C(=C(C(=C1I)N(CCO)C(CO)=O)I)C(=O)NCC(CO)O)I)CO